CCCCCC/C=C\\CCCCCCC/C=C/C(=O)SCCNC(=O)CCNC(=O)[C@@H](C(C)(C)COP(=O)([O-])OP(=O)([O-])OC[C@@H]1[C@H]([C@H]([C@@H](O1)N2C=NC3=C(N=CN=C32)N)O)OP(=O)([O-])[O-])O The molecule is a 2,3-trans-enoyl CoA(4-) obtained by deprotonation of the phosphate and diphosphate OH groups of (2E,11Z)-octadecadienoyl-CoA; major species at pH 7.3. It is a 2,3-trans-enoyl CoA(4-) and an octadecadienoyl-CoA(4-). It is a conjugate base of a (2E,11Z)-octadecadienoyl-CoA.